(1-(3-(2,4-dimethoxybenzyl)-7-morpholino-3H-imidazo[4,5-b]pyridin-5-yl)-3-(m-tolyl)-1H-pyrazol-5-yl)methanol COC1=C(CN2C=NC=3C2=NC(=CC3N3CCOCC3)N3N=C(C=C3CO)C=3C=C(C=CC3)C)C=CC(=C1)OC